C1C=CC2C3C=CC(C12)C3 3a,4,7,7a-tetrahydro-1H-4,7-methanoindene